6-(4-cyanophenyl)-1-(2-morpholinoethyl)-2-oxo-1,8-naphthyridine-3-carboxylic acid C(#N)C1=CC=C(C=C1)C=1C=C2C=C(C(N(C2=NC1)CCN1CCOCC1)=O)C(=O)O